trans-4-(2,2-Dichloro-3-(3,5-dichlorophenyl)cyclopropane-1-carboxamido)-2-((4-fluorophenyl)carbamoyl)pyridine 1-oxide ClC1([C@H]([C@@H]1C1=CC(=CC(=C1)Cl)Cl)C(=O)NC1=CC(=[N+](C=C1)[O-])C(NC1=CC=C(C=C1)F)=O)Cl